OC1=C(C(=O)O)C(=CC(=C1)OC)CCC1CCN(CC1)C(C1=CC=CC=C1)=O 2-hydroxy-4-methoxy-6-[2-(1-benzoylpiperidin-4-yl)ethyl]benzoic acid